SC(C(=O)O)(CCCC(=O)O)S dimercaptoadipic acid